(4-benzothiophen-2-yl-phenyl)-(4'-benzoxazol-2-yl-biphenyl-4-yl)-(4-dibenzofuran-3-yl-phenyl)amine S1C(=CC2=C1C=CC=C2)C2=CC=C(C=C2)N(C2=CC=C(C=C2)C=2C=CC1=C(OC3=C1C=CC=C3)C2)C2=CC=C(C=C2)C2=CC=C(C=C2)C=2OC3=C(N2)C=CC=C3